FC(C1=CC=C(C=C1)N1N=NC(=C1COC1=CC=C(N=N1)N1CC(N(CC1)CCN1CCCC1)=O)C)F 4-(6-((1-(4-(Difluoromethyl)phenyl)-4-methyl-1H-1,2,3-triazol-5-yl)methoxy)pyridazine-3-yl)-1-(2-(pyrrolidin-1-yl)ethyl)piperazin-2-one